O=C1C2CCC(C1)CC2 oxobicyclo[2.2.2]octane